C1(=CC=CC=C1)OC1=CC=CC=C1 Diphenyl Oxide